NCCCCCN(C)CC1=CC=C(C=C1)C1=CC2=C(N=CN=C2C=2C(=C(C=C(C2)F)NC(C2=C(C=C(C=C2)C(C)(C)O)F)=O)C)N1 N-(3-(6-(4-(((5-Aminopentyl)(methyl)amino)methyl)phenyl)-7H-pyrrolo[2,3-d]pyrimidin-4-yl)-5-fluoro-2-methylphenyl)-2-fluoro-4-(2-hydroxypropan-2-yl)benzamide